Ethyl 4-(1,2,3,3a,4,5,6,6a-octahydrocyclopenta[c]pyrrol-5-yl)-8-oxo-11-thia-1,3,5-triazatetracyclo[8.7.0.02,7.012,17]heptadeca-2,4,6,9,12(17),13,15-heptaene-9-carboxylate C1NCC2C1CC(C2)C=2N=C1N3C=4C=CC=CC4SC3=C(C(C1=CN2)=O)C(=O)OCC